C(C)(C)(C)OC(=O)N1C[C@@H]([C@H](CC1)F)NC(C1=C(C=C(C(=C1)[N+](=O)[O-])NCC)F)=O (3S,4S)-3-(4-(ethylamino)-2-fluoro-5-nitrobenzamido)-4-fluoropiperidine-1-carboxylic acid tert-butyl ester